dibenzo[b,c]furan-2-yl-boric acid C1C(=CC=C2OC=C3C21C=CC=C3)OB(O)O